2',4',6'-triisopropyl-1,1-biphenyl C(C)(C)C1=C(C(=CC(=C1)C(C)C)C(C)C)C1=CC=CC=C1